(S)-4-(1-tert-Butoxycarbonylpyrrolidin-3-yl)amino-6-chloropyrido[3,2-d]pyrimidine C(C)(C)(C)OC(=O)N1C[C@H](CC1)NC=1C2=C(N=CN1)C=CC(=N2)Cl